COC(CCC=C)OC 1,1-dimethoxypent-4-ene